5-(4-(tert-Butoxycarbonyl)piperazin-1-yl)isoindoline-2-carboxylic acid benzyl ester C(C1=CC=CC=C1)OC(=O)N1CC2=CC=C(C=C2C1)N1CCN(CC1)C(=O)OC(C)(C)C